((2,3-Diazido-3-methylbutoxy)methyl)benzene N(=[N+]=[N-])C(COCC1=CC=CC=C1)C(C)(C)N=[N+]=[N-]